(S)-4-(cyclopropyl(4-(5,6,7,8-tetrahydro-1,8-naphthyridin-2-yl)butyl)amino)-2-((((2-fluorobenzyl)oxy)carbonyl)amino)butanoic acid C1(CC1)N(CC[C@@H](C(=O)O)NC(=O)OCC1=C(C=CC=C1)F)CCCCC1=NC=2NCCCC2C=C1